NC1=NC(=C2C(=N1)N(N=C2)CC2=C(C=C(C=C2)N)F)C=2C=C(C#N)C=CC2 3-(6-amino-1-(4-amino-2-fluorobenzyl)-1H-pyrazolo[3,4-d]pyrimidine-4-yl)benzonitrile